2-trans-(trifluoromethoxymethyl)cyclopropanecarboxylic acid FC(OCC1(CC1)C(=O)O)(F)F